O.O.C([O-])([O-])=O.[Ca+2] calcium carbonate, dihydrate